C=1N=CN2C1C=CC=C2N2CCN(CC2)C2=CC=CC=1NC=NC12 4-(4-(imidazo[1,5-a]pyridin-5-yl)piperazin-1-yl)-1H-benzo[d]imidazole